3-[2-(1-{2-[(4-azido-2,2-dimethyl-butyl)-(6-methyl-pyridin-2-yl)-carbamoyl]-5-methoxy-phenyl}-piperidin-4-yl)-benzofuran-6-yl]-3-cyclopropyl-propionic acid ethyl ester C(C)OC(CC(C1CC1)C1=CC2=C(C=C(O2)C2CCN(CC2)C2=C(C=CC(=C2)OC)C(N(C2=NC(=CC=C2)C)CC(CCN=[N+]=[N-])(C)C)=O)C=C1)=O